2,9-bis(10H-phenoxazine-10-yl)-1,10-phenanthroline C1=CC=CC=2OC3=CC=CC=C3N(C12)C1=NC2=C3N=C(C=CC3=CC=C2C=C1)N1C2=CC=CC=C2OC=2C=CC=CC12